BrC1=C(C=CC(=C1)I)C=1NC=CC1 2-(2-bromo-4-iodophenyl)Azole